CN1N=CC(=C1)C=1N=C(C=2N(C1)N=CC2)O[C@H]2[C@H]1CC[C@@H](C2)N1C(C=C)=O 1-((1R,2R,4S)-2-((6-(1-methyl-1H-pyrazol-4-yl)pyrazolo[1,5-a]pyrazin-4-yl)oxy)-7-azabicyclo[2.2.1]heptan-7-yl)prop-2-en-1-one